tert-butyl (3-(4-methyl-3-((1-(naphthalen-1-yl)cyclopropyl)carbamoyl) phenoxy)propyl)carbamate CC1=C(C=C(OCCCNC(OC(C)(C)C)=O)C=C1)C(NC1(CC1)C1=CC=CC2=CC=CC=C12)=O